3-(((R)-7-((2S,4R)-2-(2,4-difluorophenyl)-4-(methylamino)piperidine-1-carbonyl)-7-azaspiro[4.5]dec-10-yl)methyl)-6-fluoroquinazolin-4(3H)-one FC1=C(C=CC(=C1)F)[C@H]1N(CC[C@H](C1)NC)C(=O)N1CC2(CCCC2)[C@@H](CC1)CN1C=NC2=CC=C(C=C2C1=O)F